(methoxy-d3)naphthalen-2-amine C(OC1=C(C=CC2=CC=CC=C12)N)([2H])([2H])[2H]